3-(methoxymethyl)oxacyclopentane-2,5-dione COCC1C(OC(C1)=O)=O